oxysulfide magnesium [Mg].O=S